2,2'-(9,10-anthracenediyl-di-4,1-phenylene)bis[6-methyl-benzothiazole] C1=CC=CC2=C(C3=CC=CC=C3C(=C12)C1=CC=C(C=C1)C=1SC2=C(N1)C=CC(=C2)C)C2=CC=C(C=C2)C=2SC1=C(N2)C=CC(=C1)C